NC1(CC1)C(=O)NC1=C(C2=C(S1)CC(C2)C(=O)OC)C(C2=C(C=CC=C2)Cl)=O methyl 2-(1-aminocyclopropanamido)-3-(2-chlorobenzoyl)-4H,5H,6H-cyclopenta[b]thiophene-5-carboxylate